ClC1=CN2C=C(C=C2C(=C1)Cl)C(=O)OC methyl 6,8-dichloroindolizine-2-carboxylate